benzyl 4-[[3-[1-[3-amino-6-(2-hydroxyphenyl)pyridazin-4-yl]azetidin-3-yl]oxyphenyl]methyl]piperazine-1-carboxylate NC=1N=NC(=CC1N1CC(C1)OC=1C=C(C=CC1)CN1CCN(CC1)C(=O)OCC1=CC=CC=C1)C1=C(C=CC=C1)O